O1C(=CC=C1C(=O)N)C(=O)N 5-furandimethanamide